2-(benzylthio)-7-(piperidin-1-yl)-6H-dibenzo[b,f][1,4,5]oxathiazepine 5,5-dioxide C(C1=CC=CC=C1)SC=1C=CC2=C(OC3=C(NS2(=O)=O)C(=CC=C3)N3CCCCC3)C1